[Si](C)(C)(C(C)(C)C)OC[C@H]1COC2=C(O1)C(=CC(=C2)N)F (R)-2-(((tert-butyldimethylsilyl)oxy)methyl)-8-fluoro-2,3-dihydrobenzo[b][1,4]dioxin-6-amine